N-[(1R,3S)-3-{[6-chloro-2-(trifluoromethyl)quinolin-4-yl]amino}cyclohexyl]-2-fluoro-5-(propane-1-sulfonamido)benzamide ClC=1C=C2C(=CC(=NC2=CC1)C(F)(F)F)N[C@@H]1C[C@@H](CCC1)NC(C1=C(C=CC(=C1)NS(=O)(=O)CCC)F)=O